5-((1s,3s)-3-((benzyloxy)methyl)cyclobutyl)pyrimidin-2-amine C(C1=CC=CC=C1)OCC1CC(C1)C=1C=NC(=NC1)N